C1(CCC1)N1N=CC(=C1)C=1SC=2CN(CCC2N1)C1=NC=C(C#N)C=C1C 6-(2-(1-cyclobutyl-1H-pyrazol-4-yl)-6,7-dihydrothiazolo[5,4-c]pyridin-5(4H)-yl)-5-methylnicotinonitrile